2-[1-[5-(6-isopropylsulfanyl-2-pyridyl)-2-pyridyl]-3-piperidyl]acetonitrile C(C)(C)SC1=CC=CC(=N1)C=1C=CC(=NC1)N1CC(CCC1)CC#N